zirconium triisopropoxy(ethyl acetoacetate) C(C)(C)OC(C(=O)[O-])C(=O)C(CC)(OC(C)C)OC(C)C.[Zr+4].C(C)(C)OC(C(=O)[O-])C(=O)C(OC(C)C)(OC(C)C)CC.C(C)(C)OC(C(=O)[O-])C(=O)C(OC(C)C)(OC(C)C)CC.C(C)(C)OC(C(=O)[O-])C(=O)C(OC(C)C)(OC(C)C)CC